3,5,6-trichlorosalicylic acid ClC1=C(C(C(=O)O)=C(C(=C1)Cl)Cl)O